BrC1=CC=C(C=C1)C(=O)N=C1N(C(NC2=CC=CC=C12)=O)CC 4-bromo-N-[3-ethyl-2-oxo-2,3-dihydro-4(1H)quinazolinyliden]benzenecarboxamide